2-chloro-6-fluoro-4-methylquinoline-3-carboxylic acid ethyl ester C(C)OC(=O)C=1C(=NC2=CC=C(C=C2C1C)F)Cl